2-methyl-3-(6-(8-methyl-4-oxo-4H-pyrimido[1,2-b]pyridazin-7-yl)-5,6,7,8-tetrahydro-1,6-naphthyridin-3-yl)benzonitrile CC1=C(C#N)C=CC=C1C=1C=NC=2CCN(CC2C1)C=1C(=CC=2N(N1)C(C=CN2)=O)C